OC(C)(C)C=1N(C=CN1)CC1=CC=C(C=C1)C1=C(SC(=C1C)CC(C)C)S(=O)(=O)N 3-(4-((2-(2-hydroxypropane-2-yl)-1H-imidazol-1-yl)methyl)phenyl)-5-isobutyl-4-methylthiophene-2-sulfonamide